CCCCCCCCCCCCCCCCCCCCCC(=O)OC[C@H](COP(=O)(O)OC[C@@H](C(=O)O)N)OC(=O)CCCCCCC/C=C\CCCCCCCC 1-docosanoyl-2-(9Z-octadecenoyl)-glycero-3-phosphoserine